FC1=C(C=CC(=C1)F)S(=O)(=O)SC=1C=C(C=NC1OC)C=1C=C2C(=NC=NC2=CC1)N1CCNCC1 4-(6-(5-(((2,4-difluorophenyl)sulfonyl)thio)-6-methoxypyridin-3-yl)quinazolin-4-yl)piperazine